C(C)(=O)ON=C(SC)C1=CC(=C(C=C1)OC(F)F)OCC1CC1 (((3-(cyclopropylmethoxy)-4-(difluoromethoxy) phenyl) (methylthio) methylene) amino) acetate